(2-Fluoro-3-iodo-5,6,7,8-tetrahydronaphthalen-1-yl)methanol FC1=C(C=2CCCCC2C=C1I)CO